(3S)-1-[3-[6-[1-(Trifluoromethyl)cyclopropyl]-3-pyridyl]azetidine-1-carbonyl]pyrrolidine-3-carboxamide FC(C1(CC1)C1=CC=C(C=N1)C1CN(C1)C(=O)N1C[C@H](CC1)C(=O)N)(F)F